NC=1C=C(C(=O)NC(C)(C)C)C=C(C1)C=1N(N=CC1)C(C)(C)C 3-amino-N-tert-butyl-5-(2-tert-butyl-pyrazol-3-yl)-benzamide